N1(CCCCC1)C1CCN(CC1)C(C(CC=1C=C2CC(NC2=CC1)=O)[NH-])=O [2-[1,4']bipiperidinyl-1'-yl-2-oxo-1-(2-oxo-2,3-dihydro-1H-indol-5-ylmethyl)-ethyl]-amide